ClC1=C(C(=CC=C1)C)C(C(=O)OCC)(F)F Ethyl 2-(2-chloro-6-methylphenyl)-2,2-difluoroacetate